4-thiophen-2-yl-benzo[1,2,5]Thiadiazole S1C(=CC=C1)C1=CC=CC=2C1=NSN2